C(C)OC(=O)C=1N=C(C2=CC=CC=C2C1C1=CC=CC=C1)P(=O)(C1=CC=CC=C1)C1=CC=CC=C1 1-(diphenylphosphoryl)-4-phenylisoquinoline-3-carboxylic acid ethyl ester